ClCCCC(=O)N(C1=CC(=NN1)C)C 4-chloro-N-methyl-N-(3-methyl-1H-pyrazol-5-yl)butyramide